N1=CC=CC=2N=CC=3N(C21)C(=CN3)C3CCC(CC3)CC#N 2-((1r,4r)-4-(imidazo[1,2-a]pyrido[3,2-e]pyrazin-9-yl)cyclohexyl)acetonitrile